ClC=1C=CC(=NC1C(F)(F)F)C(=O)NC1=NC=CC(=C1)[C@H](C)SC1=NN=CN1C (S)-5-chloro-N-(4-(1-((4-methyl-4H-1,2,4-triazol-3-yl)thio)ethyl)pyridin-2-yl)-6-(trifluoromethyl)picolinamide